C(C)(C)(C)OC(=O)N1CC(CC1)(CF)N 3-amino-3-(fluoromethyl)pyrrolidine-1-carboxylic acid tert-butyl ester